C(CCCCCCCCC)(=O)OCC(C(C(COC(CCCCCCCCC)=O)OC(CCCCCCCCC)=O)OCCCCN(CC)CC)OC(CCCCCCCCC)=O 3-(4-(diethylamino)butoxy)pentane-1,2,4,5-tetrayl tetrakis(decanoate)